FC(N1N=CC(=C1)[S@](=O)(N)=NC(NC1=C2C(=NC3=C1CCC3)C3(CC2)CC3)=O)F (S)-1-(Difluoromethyl)-N'-((1',5',6',7'-tetrahydro-2'H-spiro[cyclopropane-1,3'-dicyclopenta[b,e]pyridin]-8'-yl)carbamoyl)-1H-pyrazole-4-sulfonimidamide